ClC1=NC2=NC(=C(C=C2C(=C1)N1C[C@@H](OCC1)C=1C=NN(C1)C)C)C (S)-4-(2-chloro-6,7-dimethyl-1,8-naphthyridin-4-yl)-2-(1-methyl-1H-pyrazol-4-yl)morpholine